FC1=C(C=CC=C1)C1=NN(C=C1C1=NC=NC2=CC(=C(C=C12)O)OC)C 4-(3-(2-fluorophenyl)-1-methyl-1H-pyrazol-4-yl)-7-methoxyquinazolin-6-ol